FC1=C(C=C(C=C1)[C@@H](C)NC(OC1=CC=C(C=C1)[N+](=O)[O-])=O)OC 4-nitrophenyl (R)-(1-(4-fluoro-3-methoxyphenyl)ethyl)carbamate